N-(5-Bromo-4-(2-(dimethylamino)ethoxy)pyridin-2-yl)-6-(2-cyano-4-(5-methyl-1,2,4-oxadiazol-3-yl)phenyl)nicotinamid BrC=1C(=CC(=NC1)NC(C1=CN=C(C=C1)C1=C(C=C(C=C1)C1=NOC(=N1)C)C#N)=O)OCCN(C)C